6-Chloro-3-[1-[2-(1-methylindazol-5-yl)-4-oxo-6-(trifluoromethyl)chromen-8-yl]ethylamino]pyridine-2-carboxylic acid ClC1=CC=C(C(=N1)C(=O)O)NC(C)C=1C=C(C=C2C(C=C(OC12)C=1C=C2C=NN(C2=CC1)C)=O)C(F)(F)F